ClC1=NC2=CC(=C(C=C2C=C1C=O)F)F 2-chloro-6,7-difluoroquinoline-3-carbaldehyde